OC1(COC1)C1=CC=C(C=C1)NC(=O)N1CCC(CC1)OC=1OC2=C(N1)C=CC(=C2)C(F)(F)F N-(4-(3-hydroxyoxetan-3-yl)phenyl)-4-((6-(trifluoromethyl)benzo[d]oxazol-2-yl)oxy)piperidine-1-carboxamide